N-pyridinesulfonic acid N1(CC=CC=C1)S(=O)(=O)O